tert-butyl 4-(3-(2,4-dimethylpyridin-3-yl)-3-oxopropanoyl)piperidine-1-carboxylate CC1=NC=CC(=C1C(CC(=O)C1CCN(CC1)C(=O)OC(C)(C)C)=O)C